Cl.OCC(NC)C1=CNC(C2=CC=CC=C12)=O 4-(2-hydroxy-1-(methylamino)ethyl)isoquinolin-1(2H)-one hydrochloride